5-Bromo-3-(1,3-dimethyl-1H-pyrazolo[3,4-c]pyridin-5-ylamino)-1-methylpyridin-2(1H)-one BrC=1C=C(C(N(C1)C)=O)NC=1C=C2C(=CN1)N(N=C2C)C